1-(4-(1-(3,4-dihydroxybenzoyl)piperidin-4-yl)phenyl)butan-1-one OC=1C=C(C(=O)N2CCC(CC2)C2=CC=C(C=C2)C(CCC)=O)C=CC1O